1-benzyl-5-(1-(4-methoxyphenyl)pyrazol-4-yl)piperidin-3-ol C(C1=CC=CC=C1)N1CC(CC(C1)C=1C=NN(C1)C1=CC=C(C=C1)OC)O